3-[3-(4-Benzyl-1H-1,2,3-triazol-1-yl)phenyl]-2-[(3R)-pyrrolidin-3-yl]propanoic acid hydrochloride Cl.C(C1=CC=CC=C1)C=1N=NN(C1)C=1C=C(C=CC1)CC(C(=O)O)[C@@H]1CNCC1